The molecule is a trihydroxyanthraquinone that is 9,10-anthraquinone which is substituted by hydroxy groups at positions 1, 3, and 8 and by a methyl group at position 6. It is present in the roots and barks of numerous plants (particularly rhubarb and buckthorn), moulds, and lichens. It is an active ingredient of various Chinese herbs. It has a role as a tyrosine kinase inhibitor, an antineoplastic agent, a laxative and a plant metabolite. It derives from an emodin anthrone. It is a conjugate acid of an emodin(1-). CC1=CC2=C(C(=C1)O)C(=O)C3=C(C2=O)C=C(C=C3O)O